cetyl-erucyl-erucate C(CCCCCCCCCCCCCCC)C(C(=O)[O-])(CCCCCCCCCC\C=C/CCCCCCCC)CCCCCCCCCCCC\C=C/CCCCCCCC